6-fluoro-2-(triisopropylsilyl)-3H-imidazo[4,5-b]pyridine FC=1C=C2C(=NC1)NC(=N2)[Si](C(C)C)(C(C)C)C(C)C